silicon-strontium [Sr].[Si]